2-(sec-butoxy)-5-methylaniline C(C)(CC)OC1=C(N)C=C(C=C1)C